2-[(3,4-dihydro-2(1H)-isoquinolinyl)methyl]-5-[(4-methylphenyl)methoxy]-4H-pyran-4-one C1N(CCC2=CC=CC=C12)CC=1OC=C(C(C1)=O)OCC1=CC=C(C=C1)C